pentamethylcyclopentadienyl(1-methyl-1,5,6,7-tetrahydro-s-indacenyl)hafnium(IV) CC1=C(C(=C(C1([Hf+2]C1(C=CC2=CC=3CCCC3C=C12)C)C)C)C)C